N-(4-(2-(4-fluorophenyl)-5-methyl-4,5,6,7-tetrahydropyrazolo[1,5-a]pyrazin-3-yl)pyridin-2-yl)pyrimidin-4-amine FC1=CC=C(C=C1)C1=NN2C(CN(CC2)C)=C1C1=CC(=NC=C1)NC1=NC=NC=C1